C(=O)O.C(C)OC1=CN=CC(=N1)C1=CN=C(S1)C(=O)N1C(CNCC1)C1=NC(=NC=C1)NS(=O)(=O)C1CC1 N-(4-{1-[5-(6-ethoxypyrazin-2-yl)-1,3-thiazole-2-carbonyl]piperazin-2-yl}pyrimidin-2-yl)cyclopropanesulfonamide, Formic Acid Salt